BrC1=C(N(C(=C1C1=CC=C(C=C1)[N+](=O)[O-])C)CC(OC)OC)C(=O)OC methyl 3-bromo-1-(2,2-dimethoxyethyl)-5-methyl-4-(4-nitro-phenyl)-1H-pyrrole-2-carboxylate